ClC1=C(C=CC(=C1)C1CC1)C[C@H]1NC(=NOC1)C1=CC=2N(N=C1OC1=CC(=CC=C1)C1CC1)C=CC2 |r| (5RS)-5-[(2-chloro-4-cyclopropyl-phenyl)methyl]-3-[2-(3-cyclopropylphenoxy)pyrrolo[1,2-b]pyridazin-3-yl]-5,6-dihydro-4H-1,2,4-oxadiazine